N[C@H](C(=O)NC=1C=C2C(=C(NC2=CC1)C1=CC(=C(C=C1)OC)OC)C(C)C)C1CCCCC1 (S)-2-amino-2-cyclohexyl-N-(2-(3,4-dimethoxyphenyl)-3-isopropyl-1H-indol-5-yl)acetamide